ClC1=NC=CC(=N1)C1=C(N=C(S1)N1[C@@H](COC[C@H]1C)C)C=1C(=C(C=CC1)NS(=O)(=O)C1=C(C=CC=C1F)F)F N-(3-(5-(2-chloropyrimidin-4-yl)-2-((3R,5R)-3,5-dimethylmorpholino)thiazol-4-yl)-2-fluorophenyl)-2,6-difluorobenzenesulfonamide